10-(4'-Chloro-biphenyl-2-yl)-10H-4b,9-diaza-indeno[1,2-a]inden-10-ol ClC1=CC=C(C=C1)C1=C(C=CC=C1)C1(C=2N(C3=CC=CC=C13)C=1C=CC=CC1N2)O